FC1=C(C(=CC=C1F)F)C(C[N+](=O)[O-])O 1-(2,3,6-trifluorophenyl)-2-nitroethanol